2,6-bis((E)-3,4-bis((tetrahydro-2H-pyran-2-yl)oxy)benzylidene)-4-(prop-2-yn-1-yloxy)cyclohexan-1-one O1C(CCCC1)OC=1C=C(\C=C/2\C(/C(/CC(C2)OCC#C)=C/C2=CC(=C(C=C2)OC2OCCCC2)OC2OCCCC2)=O)C=CC1OC1OCCCC1